2-hydroxyresorcinolaldehyde OC1(C(O)C=CC=C1O)C=O